Ethyl 6-(2,3-dihydro-1,4-benzodioxin-6-yl)-3-iodo-4-oxo-4,5-dihydropyrazolo[1,5-a]pyrazine-2-carboxylate O1CCOC2=C1C=CC(=C2)C=2NC(C=1N(C2)N=C(C1I)C(=O)OCC)=O